ethyl-4-methylimidazole C(C)C=1NC=C(N1)C